5-(4,4-difluoropiperidine-1-carbonyl)indan-1-one FC1(CCN(CC1)C(=O)C=1C=C2CCC(C2=CC1)=O)F